1,6,8,13-Tetraoxaspiro[6.6]tridecane O1CCCCOC12OCCCCO2